C(=CCCCCCCCCC=C)OC(C(=O)OC)C methyl 2-(dodeca-1,11-dien-1-yloxy)propanoate